C(C)(C)(C)OC(=O)C1=CC=C(C=C1)[C@@H]1CN(CC[C@H]1CC1=C2C=CN(C2=C(C=C1F)C)C(=O)OC(C)(C)C)C tert-butyl 4-(((3R,4R)-3-(4-(tert-butoxycarbonyl) phenyl)-1-methylpiperidin-4-yl)methyl)-5-fluoro-7-methyl-1H-indole-1-carboxylate